hexamethylenebis-dodecanoic acid amide C(CCCCCCCCCCCCCCCCCCCCCCCCCCCCC(=O)N)(=O)N